FC1(C(C2=C(C(=C(C(=C2C(C1(F)F)(F)F)F)F)F)F)=O)C(C(C(C(C(C(F)(F)F)(F)F)(F)F)(F)F)(F)F)(F)F perfluorohexyl-tetralone